(6-chlorothieno[2,3-b]pyridin-2-yl)(3,3-difluorocyclobutyl)methanone ClC1=CC=C2C(=N1)SC(=C2)C(=O)C2CC(C2)(F)F